5,7-Dimethylspiro(isochromene-1,1'-isoindoline) CC1=C2C=COC3(NCC4=CC=CC=C34)C2=CC(=C1)C